6-Fluoro-7-(4-iodo-1-methyl-1H-pyrazol-5-yl)-3-oxo-3,4-dihydrospiro[benzo[b][1,4]oxazine-2,1'-cyclopropane]-8-carbonitrile FC1=CC2=C(OC3(CC3)C(N2)=O)C(=C1C1=C(C=NN1C)I)C#N